rac-(1S*,2R*)-2-tosylcyclohexane-1-carboxylic acid S(=O)(=O)(C1=CC=C(C)C=C1)[C@H]1[C@@H](CCCC1)C(=O)O |r|